tert-Butyl N-[[4-(1-phenylazetidin-3-yl)-2-pyridyl]methyl]carbamate C1(=CC=CC=C1)N1CC(C1)C1=CC(=NC=C1)CNC(OC(C)(C)C)=O